CN(C1=CC=C(C=C1)C=1N=C(C=2C=CC=NC2C1)NCC1=CC=NC=C1)C 7-[4-(dimethylamino)phenyl]-N-(4-pyridinylmethyl)-1,6-naphthyridine-5-amine